ClC=1C(=NN(C1C)C=1C=C(C(=O)N(C([2H])([2H])[2H])C2=CC3=C(OC(O3)(F)F)C=C2)C=CC1)C 3-(4-chloro-3,5-dimethyl-pyrazol-1-yl)-N-(2,2-difluoro-1,3-benzodioxol-5-yl)-N-(trideuteriomethyl)benzamide